3-chloro-1,5-dimethyl-pyrazole ClC1=NN(C(=C1)C)C